2-undecyltridecane C(CCCCCCCCCC)C(C)CCCCCCCCCCC